1-(benzo[d][1,3]dioxol-4-ylmethyl)-2-methyl-N-(4-(pyridin-3-yloxy)phenyl)piperidine-2-carboxamide O1COC2=C1C=CC=C2CN2C(CCCC2)(C(=O)NC2=CC=C(C=C2)OC=2C=NC=CC2)C